tertbutyl 3-hydroxy-3-(((2-((1s,4s)-4-((3-methoxy-4-methylphenyl)carbamoyl)cyclohexyl)-7-methyl-3-oxoisoindolin-5-yl)oxy)methyl)azetidine-1-carboxylate OC1(CN(C1)C(=O)OC(C)(C)C)COC=1C=C2C(N(CC2=C(C1)C)C1CCC(CC1)C(NC1=CC(=C(C=C1)C)OC)=O)=O